FC(C)(F)C1=NC(=NC=C1)N1N=C(C=2C=NC(=CC21)NC(C)=O)I N-(1-(4-(1,1-difluoroethyl)pyrimidin-2-yl)-3-iodo-1H-pyrazolo[4,3-C]pyridin-6-yl)acetamide